tert-butyl 6-[4-(methoxycarbonyl)-2-(methylamino)phenyl]-2-oxa-7-azaspiro[3.5]non-5-ene-7-carboxylate COC(=O)C1=CC(=C(C=C1)C1=CC2(COC2)CCN1C(=O)OC(C)(C)C)NC